C(C)(=O)N1CC(CC1)C=1C(=CC(=NC1)C1=CC=C(C=C1)F)C1=NN(C=C1)CC=1C=C(C(=O)NC)C=C(C1)Cl 3-((3-(5-(1-acetylpyrrolidin-3-yl)-2-(4-fluorophenyl)pyridin-4-yl)-1H-pyrazol-1-yl)methyl)-5-chloro-N-methylbenzamide